C(C1=CC=CC=C1)N1CCC2(CC1)NC1=CC=CC=C1C2 benzylspiro[indoline-2,4'-piperidine]